[Cl-].ClC[C@@H](C[N+](C)(C)C)O |r| racemic-3-chloro-2-hydroxypropyl-trimethylammonium chloride